C1(CCCCC1)C(CSC#N)(O)C1=CC=CC=C1 1-cyclohexyl-1-phenyl-2-thiocyano-1-ethanol